2-methyl-2-(p-tolyl)propanenitrile CC(C#N)(C)C1=CC=C(C=C1)C